CC1(CO1)CCC[SiH2]CCC 3-(2-epoxypropyl)propyl-gamma-propyl-silane